N-[(2S,3R)-4,4-difluoro-2-{[2-fluoro-3-(6-methylpyridin-2-yl)phenyl]methyl}-1-(2-hydroxy-2-methylpropanoyl)pyrrolidin-3-yl]ethanesulfonamide FC1([C@@H]([C@@H](N(C1)C(C(C)(C)O)=O)CC1=C(C(=CC=C1)C1=NC(=CC=C1)C)F)NS(=O)(=O)CC)F